FC1=CC2=C(N=C(O2)C23CC(C2)(C3)NC(=O)C=3OC(=CC3)S(=O)(=O)C)C=C1 N-[3-(6-fluoro-1,3-benzoxazol-2-yl)-1-bicyclo[1.1.1]pentanyl]-5-methylsulfonyl-furan-2-carboxamide